FC1(OC2=C(O1)C=CC(=C2)C=2C(=CC(=C(C2)NC(=O)C2=CNC(C=C2C(F)(F)F)=O)N2C[C@H](N([C@H](C2)C)C)C)F)F |r| N-[5-(2,2-difluoro-1,3-benzodioxol-5-yl)-4-fluoro-2-[rac-(3R,5S)-3,4,5-trimethylpiperazin-1-yl]phenyl]-6-oxo-4-(trifluoromethyl)-1H-pyridine-3-carboxamide